C(C)(C)OC1CN(C1)C(=O)NCC1=C(C=C(C=C1)C1=NC(=NC=C1)NC=1C=NN(C1)C)C 3-isopropoxy-N-(2-methyl-4-(2-((1-methyl-1H-pyrazol-4-yl)amino)pyrimidin-4-yl)benzyl)azetidine-1-carboxamide